C(C)OC1=NC=2N(C=C1C(=O)NC1=CC=C(N=N1)N1CCN(C3(CC3)C1)C(=O)OC(C)(C)C)C=C(N2)C tert-butyl 7-(6-(7-ethoxy-2-methylimidazo[1,2-a]pyrimidine-6-carboxamido)pyridazin-3-yl)-4,7-diazaspiro[2.5]octane-4-carboxylate